NC1=C(C=CC(=C1)F)C=1C(=CC(=C(C1)Cl)C(=O)NC=1C=NC(=C(C1)Cl)N1N=CC=N1)C=1CCCCC1 2-amino-5'-chloro-N-(5-chloro-6-(2H-1,2,3-triazol-2-yl)pyridin-3-yl)-4-fluoro-2'',3'',4'',5''-tetrahydro-[1,1':2',1''-terphenyl]-4'-carboxamide